CC1=NOC(=N1)C1=C(C=CC(=C1)[N+](=O)[O-])C 3-methyl-5-(2-methyl-5-nitrophenyl)-1,2,4-oxadiazole